N,N-dimethylacetamide diethyl acetal C(C)OC(C)(N(C)C)OCC